6-(4-nitrophenyl)-5-cyano-2-thiouracil [N+](=O)([O-])C1=CC=C(C=C1)C1=C(C(NC(N1)=S)=O)C#N